4-(5-hydroxy-3-methyl-1-(4-methyl-5-(2-oxopyrrolidin-1-yl)pyridin-2-yl)-1H-pyrazol-4-yl)benzonitrile OC1=C(C(=NN1C1=NC=C(C(=C1)C)N1C(CCC1)=O)C)C1=CC=C(C#N)C=C1